C(C)(C)(C)OC(=O)N1N=C(C=2CN(CCC21)C(=O)OC(C)(C)C)C(C(CC(=C)CO[Si](C2=CC=CC=C2)(C2=CC=CC=C2)C(C)(C)C)C(=O)OCC)=O di-tert-butyl-3-(4-(((tert-butyldiphenylsilyl)oxy)methyl)-2-(ethoxycarbonyl)pent-4-enoyl)-6,7-dihydro-1H-pyrazolo[4,3-c]pyridine-1,5(4H)-dicarboxylate